BrC=1N=C(N2C1C(=CC(=C2)S(=O)(=O)Cl)Cl)C=2SC(=NN2)C(F)(F)F 1-bromo-8-chloro-3-(5-(trifluoromethyl)-1,3,4-thiadiazol-2-yl)imidazo[1,5-a]pyridin-6-sulfonyl chloride